NC1=C2N(C(N(C2=NC=N1)C(C(F)(F)F)C)=O)C1=CC=C(C(=O)NC2=NC=CC(=C2)C(F)(F)F)C=C1 4-(6-amino-8-oxo-9-(1,1,1-trifluoropropan-2-yl)-8,9-dihydro-7H-purin-7-yl)-N-(4-(trifluoromethyl)pyridin-2-yl)benzamide